BrC(C(=O)N(C1=CC=CC=C1)C)(C)C 2-bromo-N,2-dimethyl-N-phenylpropionamide